[Se].[Cu] Copper-selenium